C1C(N)=NC=2N=CNC2C1=O deaza-guanine